3-(2,6-bis(benzyloxy)pyridin-3-yl)-7-fluoro-1-methyl-6-(1,2,3,6-tetrahydropyridin-4-yl)-1H-indazole C(C1=CC=CC=C1)OC1=NC(=CC=C1C1=NN(C2=C(C(=CC=C12)C=1CCNCC1)F)C)OCC1=CC=CC=C1